2-(2-{[7-(5-methyl-1,2,4-oxadiazol-3-yl)isoquinolin-1-yl]amino}ethyl)-6-[1-(trifluoromethyl)cyclopropyl]-2,3-dihydro-1H-isoindol-1-one CC1=NC(=NO1)C1=CC=C2C=CN=C(C2=C1)NCCN1C(C2=CC(=CC=C2C1)C1(CC1)C(F)(F)F)=O